C(#N)[C@H](CC(=O)SC1=CC=C(C=C1)F)C1=CC=CC=C1 S-(4-fluorophenyl) (R)-3-cyano-3-phenylthiopropionate